OCCN1N=CC(=C1)C=1C=CC=2N(C1)N=NC2C(=O)O 6-(1-(2-hydroxyethyl)-1H-pyrazol-4-yl)-[1,2,3]triazolo[1,5-a]pyridine-3-carboxylic acid